CC(C)(C)[S@@](=O)N[C@@H](C)N1CN=C(C=C1)C#C[Si](C)(C)C (R)-2-methyl-N-((S)-1-(6-((trimethylsilyl)ethynyl)pyrimidin-3-yl)ethyl)propane-2-sulfinamide